((1S,4S)-4-(aminomethyl)cyclohexyl)-N8-(3-chlorophenyl)-N2-(tert-pentyl)-9H-purine-2,8-diamine NCC1CCC(CC1)N1C2=NC(=NC=C2N=C1NC1=CC(=CC=C1)Cl)NC(C)(C)CC